1-methyl-1'-(4-tert-butylphenyl)-4,4'-bipyridinium C[N+]1=CC=C(C=C1)C1=CC=[N+](C=C1)C1=CC=C(C=C1)C(C)(C)C